C(C)C12CC3CC(CC(C1)C3)C2 ethyladamantane